FC(C=1C=C(C=CC1)C(CC)=O)(F)F 1-[3-(trifluoromethyl)phenyl]propan-1-one